2-(4-((4-isopropylphenyl)(1-methyl-piperidin-4-yl)amino)phenoxy)pyrido[3,4-d]pyrimidin-4-ol C(C)(C)C1=CC=C(C=C1)N(C1=CC=C(OC=2N=C(C3=C(N2)C=NC=C3)O)C=C1)C1CCN(CC1)C